(S)-1-(3-chloro-5-fluorophenyl)-5-(5-(3,5-dimethylisoxazol-4-yl)-1-(1,1-dioxidotetrahydro-2H-thiopyran-4-yl)-1H-benzo[d]imidazol-2-yl)pyrrolidin-2-one ClC=1C=C(C=C(C1)F)N1C(CC[C@H]1C1=NC2=C(N1C1CCS(CC1)(=O)=O)C=CC(=C2)C=2C(=NOC2C)C)=O